S([O-])(O)(=O)=O.C1[NH2+]CC12CCC2 2-azaspiro[3.3]heptane-2-ium bisulfate